C(#N)C1=C(COC=2C=C3C(=CC(=NC3=CC2)C(=O)N2CCC(CC2)(C#N)C2=CC=CC=C2)C(=O)N2CCCCC2)C=CC=C1 1-(6-((2-cyanobenzyl)oxy)-4-(piperidine-1-carbonyl)quinoline-2-carbonyl)-4-phenyl-piperidine-4-carbonitrile